2-hydroxymethylphenyl-boric acid OCC1=C(C=CC=C1)OB(O)O